C(C)N1N=CC(=C1S(=O)NC(OC(C)(C)C)=O)F Tert-butyl ((1-ethyl-4-fluoro-1H-pyrazol-5-yl)sulfinyl)carbamate